naphthalene-2,7-dicarboxylic acid diamide C1=C(C=CC2=CC=C(C=C12)C(=O)N)C(=O)N